NC([C@H](CCC(=O)OC(C)(C)C)N1C(C2=CC=CC(=C2C1=O)NC=1C=C2C=NN(C2=CC1C1=CC(=NC=C1)C)C)=O)=O tert-butyl (S)-5-amino-4-(4-((1-methyl-6-(2-methylpyridin-4-yl)-1H-indazol-5-yl)amino)-1,3-dioxoisoindolin-2-yl)-5-oxopentanoate